COC(=O)C1=C(N(C=2N=CN=C(C21)N)C2(CC2)C)C=C 4-amino-7-(1-methylcyclopropyl)-6-vinyl-7H-pyrrolo[2,3-d]pyrimidine-5-carboxylic acid methyl ester